FC(C=1C=C(\C=C/2\C(C=3C=CC(=CC3CC2)C(=O)N2CCN(CC2)C(CCCCC(=O)O)=O)=O)C=C(C1)C(F)(F)F)(F)F (E)-6-(4-(6-(3,5-bis(trifluoromethyl)benzylidene)-5-oxo-5,6,7,8-tetra-hydronaphthalene-2-carbonyl)piperazin-1-yl)-6-oxohexanoic acid